4-(((((di-t-butoxyphosphoryl)oxy)methoxy)carbonyl)amino)-3,3-dimethylbutanoic acid C(C)(C)(C)OP(=O)(OC(C)(C)C)OCOC(=O)NCC(CC(=O)O)(C)C